BrC1=C2C(C(N(C2=C(C=C1)Cl)CC)=O)=O 4-Bromo-7-chloro-1-ethylindoline-2,3-dione